2-((4-(methylsulfinyl)phenyl)thio)pyrimidin-4-amine CS(=O)C1=CC=C(C=C1)SC1=NC=CC(=N1)N